6-{[2-(1-methylpyrazol-4-yl)-4-pyridyl]oxy}-3-{2-oxo-2-[4-(trifluoromethyl)phenyl]ethyl}quinazolin-4-one CN1N=CC(=C1)C1=NC=CC(=C1)OC=1C=C2C(N(C=NC2=CC1)CC(C1=CC=C(C=C1)C(F)(F)F)=O)=O